O1C=CC2=C1C=C(C=C2)C(=O)N2CC1=CC(=C(C(=C1CC2)Cl)C(=O)N[C@@H](C(=O)O)CC2=CC(=CC=C2)S(=O)(=O)C)Cl (R)-2-(2-(benzofuran-6-carbonyl)-5,7-dichloro-1,2,3,4-tetrahydroisoquinoline-6-carboxamido)-3-(3-(methylsulfonyl)phenyl)propanoic acid